BrC1=C2CCC3(C2=C(C=C1)O)CC(OC1=CC=CC(=C13)O)=O 4'-bromo-5-hydroxy-7'-hydroxy-spiro[chromane-4,1'-indan]-2-one